C1(=CC=CC=C1)C1(C2=CC=CC=C2C=2C=CC(=CC12)NC1=CC=C(C=C1)[Si](C1=CC=CC=C1)(C1=CC=CC=C1)C1=CC=CC=C1)C1=CC=CC=C1 9,9-diphenyl-N-(4-(triphenylsilyl)phenyl)-9H-fluoren-2-amine